N-{4-fluoro-3-[5-(morpholin-4-yl)-2H-pyrazolo[3,4-b]pyridin-2-yl]phenyl}azetidine FC1=C(C=C(C=C1)N1CCC1)N1N=C2N=CC(=CC2=C1)N1CCOCC1